1-((R)-2-hydroxy-2-((1S,3aS,3bR,5aR,7R,10aS,10bR,12aS)-7-hydroxy-7,12a-dimethyloctadecahydrocyclohepta[a]cyclopenta[f]naphthalen-1-yl)propyl)-1H-pyrazole-4-carbonitrile O[C@](CN1N=CC(=C1)C#N)(C)[C@H]1CC[C@H]2[C@@H]3CC[C@H]4[C@@H]([C@H]3CC[C@@]21C)CCC[C@@](C4)(C)O